C(CCCCCCCCCCC)OC(C[N+](C)(C)CCC[Si](OC)(OC)OC)COCCCCCCCCCCCC [2,3-bis(dodecyloxy)-propyl](3-(trimethoxysilyl)propyl)-dimethylammonium